N-((4,6-dimethyl-2-oxo-1,2-dihydropyridin-3-yl)methyl)-6-methyl-5-(1-morpholinoethyl)-1-(4-methoxyphenyl)indolizine-7-carboxamide CC1=C(C(NC(=C1)C)=O)CNC(=O)C=1C(=C(N2C=CC(=C2C1)C1=CC=C(C=C1)OC)C(C)N1CCOCC1)C